4-(5-methyl-1,3,4-oxadiazol-2-yl)-8-[1-(tetrahydro-2H-pyran-2-yl)-1H-pyrazol-5-yl]-1,7-naphthyridine CC1=NN=C(O1)C1=CC=NC2=C(N=CC=C12)C1=CC=NN1C1OCCCC1